[Cl-].OCCC[N+](C)(C)C hydroxypropyl-trimethyl-ammonium chloride salt